N[C@H](CNC(C1=C(N=CC=C1)OC)=O)C N-((S)-2-aminopropyl)-2-methoxynicotinamide